β-alanine benzyl ester C(C1=CC=CC=C1)OC(CCN)=O